tert-butyl N-[(2R)-4,4,4-trifluoro-1-(4,4,5,5-tetramethyl-1,3,2-dioxaborolan-2-yl)butan-2-yl]carbamate FC(C[C@@H](CB1OC(C(O1)(C)C)(C)C)NC(OC(C)(C)C)=O)(F)F